ClC1=NC=CC(=N1)C1=C(C=NC=C1)OC 2-chloro-4-(3-methoxypyrid-4-yl)pyrimidine